C(C)(C)(C)C=1N=C(OC1)C(=O)NCC1=C(C=C(C=C1)C1=NC=NN2C1=CC(=C2)N2CCOCC2)C(F)F 4-(tert-butyl)-N-(2-(difluoromethyl)-4-(6-morpholinopyrrolo[2,1-f][1,2,4]triazin-4-yl)benzyl)oxazole-2-carboxamide